2-(1-acryloylpyrrolidin-3-yl)-4-(4-(trifluoromethyl)phenyl)phthalazin-1(2H)-one C(C=C)(=O)N1CC(CC1)N1C(C2=CC=CC=C2C(=N1)C1=CC=C(C=C1)C(F)(F)F)=O